3-(3-thienyl)-alanine S1C=C(C=C1)C[C@H](N)C(=O)O